1-(4-(1,4-dimethyl-2-(4-(methylsulfonyl)phenyl)-1H-benzo[d]imidazol-6-yl)-2-fluorobenzyl)-N,N-dimethylpiperidin-4-amine CN1C(=NC2=C1C=C(C=C2C)C2=CC(=C(CN1CCC(CC1)N(C)C)C=C2)F)C2=CC=C(C=C2)S(=O)(=O)C